C(C1=CC=CC=C1)N1CC=2C(=C(N=C(C2CC1)Cl)Cl)C#N 6-benzyl-1,3-dichloro-7,8-dihydro-5H-2,6-naphthyridine-4-carbonitrile